2,4'-Diaminodiphenylmethan C1=CC=C(C(=C1)CC2=CC=C(C=C2)N)N